FC(C1CCC(CC1)C1=CC=C(C=C1)N1N=CC=C1)(F)F 1-(4-((1s,4s)-4-(trifluoromethyl)cyclohexyl)phenyl)-1H-pyrazole